C1(CC1)CNC1=CC(=CC(=N1)N1CC2=C(C=C(C=C2C1=O)C=O)C(F)(F)F)C1(CCC1)CC1=NN=CN1C 2-(6-((cyclopropylmethyl)-amino)-4-(1-((4-methyl-4H-1,2,4-triazol-3-yl)methyl)cyclobutyl)pyridin-2-yl)-3-oxo-7-(trifluoromethyl)isoindoline-5-carbaldehyde